N1=C(C=CC=C1)C(C)N pyridin-2-ylethan-1-amine